4-(N-(tert-Butyl)sulfamoyl)-N-(6-fluoropyridin-2-yl)-2-(6-azaspiro[2.5]octan-6-yl)benzamide C(C)(C)(C)NS(=O)(=O)C1=CC(=C(C(=O)NC2=NC(=CC=C2)F)C=C1)N1CCC2(CC2)CC1